C1CCC1.[Si] silicon Cyclobutane